Dimethyl-di-sec-butylamine CC(C(C)NC(C)CC)(C)C